3-((1r,4r)-4-(3-bromo-2-(trifluoromethyl)phenoxy)cyclohexyl)propanoic acid BrC=1C(=C(OC2CCC(CC2)CCC(=O)O)C=CC1)C(F)(F)F